CC(C)(C(C)C)C1=C(C=CC=C1)O 2-(2,3-dimethylbutan-2-yl)phenol